COC(CN1CC2(CCN(C2)C(=O)OC(C)(C)C)CC1)=C=O tert-butyl 7-(2-methoxy-2-carbonylethyl)-2,7-diazaspiro[4.4]nonane-2-carboxylate